ClC1=NC=C(C(=N1)OC1=NC=2C=CC3=C(C2N=C1)C1=C(S3)C(NC3(CN1)CN(CC3)C)=O)COCC 3'-((2-chloro-5-(ethoxymethyl)pyrimidin-4-yl)oxy)-1-methyl-11',12'-dihydrospiro[pyrrolidine-3,10'-[1,4]diazepino[5',6':4,5]thieno[3,2-f]quinoxalin]-8'(9'H)-one